FC1=C(C=CC=C1)C1=NC2=CC=C(C=C2C=C1C1=C(C=CC=C1)F)NC(=O)NC[C@H](CC)O (S)-1-(2,3-bis(2-fluorophenyl)quinolin-6-yl)-3-(2-hydroxybutyl)urea